P(=O)(OC1=C(C=C(C=C1)C(C)(C)C)C(C)(C)C)(OC1=CC=CC=C1)OC1=CC=CC=C1 (2,4-di-tert-butylphenyl) diphenyl phosphate